N,N,N-Trimethylglycine C[N+](C)(C)CC(=O)[O-]